5-Cyclopropyl-N,N-dimethyl-2-(5-trifluoromethylthiobenzoxazol-2-yl)pyridine-3-sulfonamide C1(CC1)C=1C=C(C(=NC1)C=1OC2=C(N1)C=C(C=C2)SC(F)(F)F)S(=O)(=O)N(C)C